5-fluoro-1-methyl-6-oxo-1,6-dihydropyridine-3-sulfonyl chloride FC1=CC(=CN(C1=O)C)S(=O)(=O)Cl